NC1CCN(CC1)C(=O)C1=NNC(=C1C(C)C)C=1C=C(C=2N(C1)N=CN2)C (4-aminopiperidin-1-yl)(4-isopropyl-5-(8-methyl-[1,2,4]triazolo[1,5-a]pyridin-6-yl)-1H-pyrazol-3-yl)methanone